N1(CCC1)C=1C(=CC2=CN(N=C2C1)C1CCC(CC1)CO)NC(=O)C1=NC(=CC=C1)C(F)(F)F N-[6-(azetidin-1-yl)-2-[4-(hydroxymethyl)cyclohexyl]indazol-5-yl]-6-(trifluoromethyl)pyridine-2-carboxamide